C[C@@H]1[C@H]2[C@H](C[C@H]3[C@@H]4CC=C5C=CCC[C@]5(C)[C@H]4C[C@H]([C@]23C)O)O[C@]12CCC(C)CO2 R-spirosta-3,5-dien-12beta-ol